3-(4-chlorophenyl)-N'-((4-chlorophenyl)sulfonyl)-4-phenyl-N-((S)-3-sulfamoylbutyl)-4,5-dihydro-1H-pyrazole-1-carboxamidine ClC1=CC=C(C=C1)C1=NN(CC1C1=CC=CC=C1)C(=NS(=O)(=O)C1=CC=C(C=C1)Cl)NCC[C@H](C)S(N)(=O)=O